(6-(3,5-dimethylisoxazol-4-yl)-2-(methylamino)-1H-benzo[d]imidazol-1-yl)benzoic acid CC1=NOC(=C1C=1C=CC2=C(N(C(=N2)NC)C2=C(C(=O)O)C=CC=C2)C1)C